OC[C@@H](CC)N1C(C(=CC=C1)C(=O)N)=O 1-[(1R)-1-(hydroxymethyl)propyl]-2-oxo-1,2-dihydropyridine-3-carboxamide